8-(Hydroxymethyl)-1,4-dioxaspiro[4.5]decane-8-carbonitrile OCC1(CCC2(OCCO2)CC1)C#N